4-[4-[1-[4-(5-Hydroxypyridin-3-yl)phenyl]ethyl]piperazin-1-yl]-N-(3,3,3-trifluoropropylsulfonyl)benzamide OC=1C=C(C=NC1)C1=CC=C(C=C1)C(C)N1CCN(CC1)C1=CC=C(C(=O)NS(=O)(=O)CCC(F)(F)F)C=C1